(R)-(4-fluorophenyl)(4-((1-hydroxyl-4-methylpentane-2-yl)amino)-2-((4-(4-methylpiperazine-1-yl)phenyl)amino)-7H-pyrrolo[2,3-d]pyrimidin-5-yl)methanone FC1=CC=C(C=C1)C(=O)C1=CNC=2N=C(N=C(C21)N[C@@H](CO)CC(C)C)NC2=CC=C(C=C2)N2CCN(CC2)C